FC1(CNCC[C@@H]1NC(=O)C=1OC2=C(C1)C=CC=C2C2=C(C=CC=C2)OCCC)F N-[(4S)-3,3-difluoro-4-piperidyl]-7-(2-propoxyphenyl)benzofuran-2-carboxamide